C1(=CC=C(C=C1)N1CC2=CC=CC=C2CC1)C N-p-tolyl-3,4-dihydroisoquinoline